N[C@@H](CCCC(=O)N[C@@H](CS)C(=O)N[C@H](C(C)C)C(=O)O)C(=O)O N-[(5S)-5-amino-5-carboxypentanoyl]-L-cysteinyl-D-valine